4-(6-azaspiro[2.5]octane-6-carbonyl)-3-(1-propan-2-ylpyrazol-4-yl)benzonitrile C1CC12CCN(CC2)C(=O)C2=C(C=C(C#N)C=C2)C=2C=NN(C2)C(C)C